CC1=C(C=2N(C=C1C1=C(C3=C(N1)SC(=C3C)C3CC1(C3)CN(CC1)CC(=O)N)C(C)C)N=CN2)C 2-(2-(5-(7,8-dimethyl-[1,2,4]triazolo[1,5-a]pyridin-6-yl)-4-isopropyl-3-methyl-6H-thieno[2,3-b]pyrrol-2-yl)-6-azaspiro[3.4]octan-6-yl)acetamide